3-AMINO-5-FLUOROPHENYLBORONIC ACID NC=1C=C(C=C(C1)F)B(O)O